NCCN(CC(=O)O)CCN(CC(=O)O)CC(=O)O N-(2-aminoethyl)-N'-(carboxymethyl)-N,N'-ethylenedi-glycine